2-ethyl-9,10-bis(n-butoxycarbonylhexadecyleneoxy)anthracene C(C)C1=CC2=C(C3=CC=CC=C3C(=C2C=C1)OCCCCCCCCCCCCCCCCC(=O)OCCCC)OCCCCCCCCCCCCCCCCC(=O)OCCCC